5-amino-3-ethyl-2-heptyl-2,3-dihydrothiophene-4-carbonitrile NC1=C(C(C(S1)CCCCCCC)CC)C#N